NC(CCN(C(CCl)=O)NC(=O)C(CC(C)C)NC(=O)C=1N=C(OC1)C)=O N-[1-[[(3-Amino-3-oxo-propyl)-(2-chloroacetyl)amino]carbamoyl]-3-methyl-butyl]-2-methyl-oxazole-4-carboxamide